5-Methyl-pyrazine-2-carboxylic acid [5-(1H-pyrrolo[2,3-b]pyridin-3-ylmethyl)-pyridin-2-yl]-amide N1C=C(C=2C1=NC=CC2)CC=2C=CC(=NC2)NC(=O)C2=NC=C(N=C2)C